CS(=O)(=O)C(C(=O)N)C 2-methanesulfonyl-propionamide